2-Pentyl-furan ETHYL-2-((2-((4-MORPHOLINOPHENYL)AMINO)-2-OXOETHYL)THIO)-1H-IMIDAZOLE-4-CARBOXYLATE C(C)OC(=O)C=1N=C(NC1)SCC(=O)NC1=CC=C(C=C1)N1CCOCC1.C(CCCC)C=1OC=CC1